2-(4-bromo-2,6-difluorophenyl)ethynyl(trimethyl)silane BrC1=CC(=C(C(=C1)F)C#C[Si](C)(C)C)F